2-([1,1'-biphenyl]-4-yl)-4-(3-chlorophenyl)-4-phenylpyrimidine C1(=CC=C(C=C1)C1=NC=CC(N1)(C1=CC=CC=C1)C1=CC(=CC=C1)Cl)C1=CC=CC=C1